2-(3-chloro-4-fluoro-N-(6-methoxy-4-quinolyl)anilino)ethanol ClC=1C=C(N(C2=CC=NC3=CC=C(C=C23)OC)CCO)C=CC1F